2-ethylhexyl-(2-methylpropylene) sulfur [S].C(C)C(CC=C(C)C)CCCC